tert-butyl 1-{[(benzyloxy)carbonyl]amino}-5-hydroxy-3-azabicyclo[3.1.1]heptane-3-carboxylate C(C1=CC=CC=C1)OC(=O)NC12CN(CC(C1)(C2)O)C(=O)OC(C)(C)C